OS(=O)(=O)C(F)(F)F.OS(=O)(=O)C(F)(F)F.C1(=CC=CC=C1)P(C1=CC=CC=C1)C1=CC=CC=C1 trisphenylphosphine Ditriflate